(D)-N-(2,4-dihydroxy-β,β-dimethylbutyryl)-β-aminopropanol OC(C(=O)N[C@@H](CO)C)C(CO)(C)C